CC=1C=C(C=2N(C(C=C(N2)OS(=O)(=O)C(F)(F)F)=O)C1)C(C)NC1=C(C(=O)OC(C)(C)C)C=CC=C1 tert-butyl 2-((1-(7-methyl-4-oxo-2-(((trifluoromethyl)sulfonyl)oxy)-4H-pyrido[1,2-a]pyrimidin-9-yl)ethyl)amino)benzoate